1-methyl-3-(thiophen-2-yl)-1H-pyrazole-4-carbaldehyde CN1N=C(C(=C1)C=O)C=1SC=CC1